9-chloro-7-phenoxy-1,2,3,4-tetrahydroacridine ClC=1C2=CC(=CC=C2N=C2CCCCC12)OC1=CC=CC=C1